4-(3'-bromobiphenyl-3-yl)dibenzothiophene sodium [Na].BrC=1C=C(C=CC1)C1=CC(=CC=C1)C1=CC=CC2=C1SC1=C2C=CC=C1